C(=O)C(C#N)C1=CC=CC=C1 α-Formylphenylacetonitrile